5-(2-benzyloxy-4-methylsulfonyl-phenyl)-N-[(3R)-1-ethyl-3-piperidyl]pyrido[2,3-d]pyridazin-8-amine C(C1=CC=CC=C1)OC1=C(C=CC(=C1)S(=O)(=O)C)C1=C2C(=C(N=N1)N[C@H]1CN(CCC1)CC)N=CC=C2